(S)-6-(((3-chloropyrazin-2-yl)methyl)carbamoyl)-5-azaspiro[2.4]heptane-5-carboxylic acid tert-butyl ester C(C)(C)(C)OC(=O)N1CC2(CC2)C[C@H]1C(NCC1=NC=CN=C1Cl)=O